(S)-N-(2-(1-(6-ethoxy-5-methoxypyridin-2-yl)-2-(methylsulfonyl)ethyl)-1,3-dioxoisoindolin-4-yl)-2-methoxyacetamide C(C)OC1=C(C=CC(=N1)[C@@H](CS(=O)(=O)C)N1C(C2=CC=CC(=C2C1=O)NC(COC)=O)=O)OC